C(C1=CC=CC=C1)N(CC1=CC=CC=C1)C1C(CCCC1)(O)C(F)(F)F (dibenzylamino)-1-(trifluoromethyl)cyclohexan-1-ol